6'-bromo-4-chloro-1,1':3',1''-terphenyl BrC1=CC=C(C=C1C1=CC=C(C=C1)Cl)C1=CC=CC=C1